N[C@H]1CCC2=CC=CC=C12 (S)-1-Aminoindane